4-Oxobutyric acid ethyl ester C(C)OC(CCC=O)=O